8-(difluoromethoxy)-N-(6-(difluoromethyl)pyridin-2-yl)-2-((1S,4R)-1-methyl-2-oxabicyclo[2.2.1]hept-4-yl)imidazo[1,2-a]pyridine-6-carboxamide FC(OC=1C=2N(C=C(C1)C(=O)NC1=NC(=CC=C1)C(F)F)C=C(N2)[C@@]21CO[C@@](CC2)(C1)C)F